BrC=1C=C(C=CC1)C1=CC(=CC=C1)C1=NC2=C(N1C1=CC=CC=C1)C=CC=C2 2-(3'-bromo-[1,1'-biphenyl]-3-yl)-1-phenyl-1H-benzimidazole